4-(2-hydroxypropan-2-yl)furan-2-sulfonamide OC(C)(C)C=1C=C(OC1)S(=O)(=O)N